4-amino-7-fluoro-N-methyl-N-((1'-methyl-3H-spiro[benzofuran-2,4'-piperidin]-5-yl)methyl)-1,3-dihydrofuro[3,4-c]quinoline-8-carboxamide NC1=NC=2C=C(C(=CC2C2=C1COC2)C(=O)N(CC=2C=CC1=C(CC3(CCN(CC3)C)O1)C2)C)F